ClC1=CC(=C(C=C1)C1(OC2=C(O1)C=CC=C2C2=C(C=C(CC1=NC3=C(N1C[C@H]1OCC1)C=C(C=C3)C(=O)OC)C=C2)F)C)F methyl 2-(4-(2-(4-chloro-2-fluorophenyl)-2-methylbenzo[d][1,3]dioxol-4-yl)-3-fluorobenzyl)-1-(((S)-oxetan-2-yl)methyl)-1H-benzo[d]imidazol-6-carboxylate